6-((2-fluoro-6-(trifluoromethyl)pyridin-3-yl)methoxy)pyridin FC1=NC(=CC=C1COC1=CC=CC=N1)C(F)(F)F